CC1=NC(=CC(=C1)C=1NC2=CC(=CC=C2C1C)C=1C=NC(=CC1)N1CCN(CC1)S(=O)(=O)C1CNCC1)C 2-(2,6-dimethylpyridin-4-yl)-3-methyl-6-(6-(4-(pyrrolidin-3-ylsulfonyl)piperazin-1-yl)pyridin-3-yl)-1H-indole